COC1=CC=2C3=C(NC2C(=C1)F)C[C@@H](N(C3)C(=O)C3=NNC(=C3)C(F)(F)F)C [(S)-8-Methoxy-6-fluoro-3-methyl-1,3,4,5-tetrahydropyrido[4,3-b]indol-2-yl]-[5-(trifluoromethyl)-1H-pyrazol-3-yl]methanone